Cerium Sulfadiazine C1=CN=C(N=C1)[N-]S(=O)(=O)C2=CC=C(C=C2)N.C1=CN=C(N=C1)[N-]S(=O)(=O)C2=CC=C(C=C2)N.C1=CN=C(N=C1)[N-]S(=O)(=O)C2=CC=C(C=C2)N.[Ce+3]